COCOC=1C=C2C=CC3=C(SC=C3)C2=C(C1)B1OC(C(O1)(C)C)(C)C 2-(7-(methoxymethoxy)naphtho[1,2-b]thiophen-9-yl)-4,4,5,5-tetramethyl-1,3,2-dioxaborolane